5-[(2R)-2-methylmorpholin-4-yl]pyrazolo[1,5-a]pyrimidine-3-carboxylic acid C[C@@H]1CN(CCO1)C1=NC=2N(C=C1)N=CC2C(=O)O